cyclobutyl-(piperazin-1-yl)methanone C1(CCC1)C(=O)N1CCNCC1